3-cyclopropyl-6-(1-methyl-1H-pyrazol-4-yl)-4-(6-(piperazin-1-yl)pyridin-3-yl)pyrazolo[1,5-a]pyridine C1(CC1)C=1C=NN2C1C(=CC(=C2)C=2C=NN(C2)C)C=2C=NC(=CC2)N2CCNCC2